CC=1NC(=CC1)CC 2-methyl-5-ethyl-pyrrole